OC[C@H]1CN(CCO1)C1=CC=C(N=N1)C1=C(C=C(C=C1C)C)O 2-[6-[(2R)-2-(hydroxymethyl)morpholin-4-yl]pyridazin-3-yl]-3,5-dimethyl-phenol